CN(C)CC(C=O)(CCC)C 2-[(DIMETHYLAMINO)METHYL]-2-METHYLPENTANAL